9-fluoro-2,3,4,5-tetrahydropyrido[3,4-f][1,4]oxazepine FC1=CN=CC=2CNCCOC21